C1(CCCC1)N1C2=C(N(C(C(C1)(F)F)=O)C)C=NC(=N2)NC2=C(C(=C(C(=O)OC)C=C2)F)OC methyl 4-((9-cyclopentyl-7,7-difluoro-5-methyl-6-oxo-6,7,8,9-tetrahydro-5H-pyrimido[4,5-b][1,4]diazepin-2-yl)amino)-2-fluoro-3-methoxybenzoate